Ethyl (E)-3-((3-butyl-3-ethyl-7-(methylthio)-5-(4-nitrophenyl)-1,1-dioxido-2,3,4,5-tetrahydro-1,5-benzothiazepin-8-yl)oxy)acrylate C(CCC)C1(CS(C2=C(N(C1)C1=CC=C(C=C1)[N+](=O)[O-])C=C(C(=C2)O/C=C/C(=O)OCC)SC)(=O)=O)CC